FC1=C(C(=C(C=C1F)F)F)N1C(CC2=CC=CC=C12)=O 1-(2,3,5,6-tetrafluorophenyl)indolin-2-one